(4-chlorophenyl)sulfamoyl chloride ClC1=CC=C(C=C1)NS(=O)(=O)Cl